ClC=1C(=C(NC2=C(NC3=C2C(NCC3)=O)C3=C(C=NC=C3)OC[C@@H]3CN(CCO3)C)C=CC1)C 3-(3-chloro-2-methylanilino)-2-(3-{[(2S)-4-methylmorpholin-2-yl]methoxy}pyridin-4-yl)-1,5,6,7-tetrahydro-4H-pyrrolo[3,2-c]pyridin-4-one